FC1=CC=C(C=C1)S(=O)(=O)ON1C(C=2C(C1=O)=CC=CC2)=O N-(4-fluorobenzenesulfonyloxy)phthalimide